ethyl 1,4-dihydropyridine-3,5-dicarboxylate N1C=C(CC(=C1)C(=O)[O-])C(=O)OCC